(5-chloro-2-(2-((methyl-d3)-amino)thiazol-4-yl)pyridin-4-yl)(4-(4-chlorobenzyl)piperazin-1-yl)-methanone hydrochloride Cl.ClC=1C(=CC(=NC1)C=1N=C(SC1)NC([2H])([2H])[2H])C(=O)N1CCN(CC1)CC1=CC=C(C=C1)Cl